C(C)(C)(C)OC(=O)N1[C@@H](CCCC1)C(=O)C1C(C=2C=C3C(C(C(C3=CC2C1=O)=O)C(=O)[C@H]1N(CCCC1)C(=O)OC(C)(C)C)=O)=O tert-butyl (2S)-2-{6-[(2S)-1-[(tert-butoxy)carbonyl]piperidine-2-carbonyl]-1,3,5,7-tetraoxo-1,2,3,5,6,7-hexahydro-s-indacene-2-carbonyl}piperidine-1-carboxylate